7-ethyl-6-(1-((4,5,6,7-tetrahydropyrazolo[1,5-a]pyridin-3-yl)sulfonyl)piperidin-4-yl)-[1,2,4]triazolo[1,5-a]pyridine C(C)C1=CC=2N(C=C1C1CCN(CC1)S(=O)(=O)C=1C=NN3C1CCCC3)N=CN2